methyl 4-(4-chloro-2-fluoro-6-nitrophenyl)-2,5-dihydrofuran-3-carboxylate ClC1=CC(=C(C(=C1)[N+](=O)[O-])C1=C(COC1)C(=O)OC)F